(S)-N-(5-methyl-4-oxo-2,3,4,5-tetrahydrobenzo[b][1,4]oxazepin-3-yl)acetamide CN1C2=C(OC[C@@H](C1=O)NC(C)=O)C=CC=C2